3-carboxycyclobutane C(=O)(O)C1CCC1